C(C)(C)C=1C=C(C=CC1)C(=C)CC(C)(C)C1=CC(=CC=C1)C(C)C 2,4-di(3-isopropylphenyl)-4-methyl-1-pentene